8-fluoro-1-(methylamino)-1,5-dihydro-2H-thiopyrano[3,4-c]isoquinolin-6(4H)-one FC=1C=CC=2C3=C(NC(C2C1)=O)CSCC3NC